2-(4-bromo-3-isopropyl-6-oxopyridazin-1(6H)-yl)-N-(cis-3-hydroxy-3-methylcyclobutyl)acetamide BrC=1C(=NN(C(C1)=O)CC(=O)NC1CC(C1)(C)O)C(C)C